BrC1=C(C(=CC2=C1OC1(CC1)C(N2)=O)F)I 8-bromo-6-fluoro-7-iodospiro[benzo[b][1,4]oxazin-2,1'-cyclopropane]-3(4H)-one